C(C=C)(=O)N1CC(CCC1)C=1N=C(N2C(=NC=CC21)N)C2=NC=C(C(=O)NC1=NC=CC(=C1)C1CC1)C=C2 6-(1-(1-acryloylpiperidin-3-yl)-5-aminoimidazo[1,5-c]pyrimidin-3-yl)-N-(4-cyclopropylpyridin-2-yl)nicotinamide